(1S,3S,4R,6S)-6-(cyclopropylmethyl)-2-azabicyclo[2.2.2]octane C1(CC1)C[C@H]1C[C@@H]2CN[C@H]1CC2